5-chloro-2-methyl-N-((1r,4r)-4-((3-(6-(1-methyl-1H-pyrazol-4-yl)pyridin-2-yl)-2-oxo-2,3-dihydro-1H-benzo[d]imidazol-1-yl)methyl)cyclohexyl)nicotinamide ClC=1C=NC(=C(C(=O)NC2CCC(CC2)CN2C(N(C3=C2C=CC=C3)C3=NC(=CC=C3)C=3C=NN(C3)C)=O)C1)C